C(#N)CC1=CC(=C(C=C1F)NS(=O)(=O)C1=CC=CC2=CC=CC=C12)F N-(4-(cyanomethyl)-2,5-difluorophenyl)naphthalene-1-sulfonamide